4-epoxy-1-methylcyclohexyl-3,4-epoxy-1-methylcyclohexyl formate C(=O)OC1C(CCC2(C1O2)C21C(CCCC2)O1)(C)C